6-(2-Hydroxy-3-chlorobenzylamino)-9-β-D-arabinofuranosylpurin OC1=C(CNC2=C3N=CN(C3=NC=N2)[C@H]2[C@@H](O)[C@H](O)[C@H](O2)CO)C=CC=C1Cl